The molecule is a trisaccharide that is D-glucopyranose in which the hydroxy groups at positions 2 and 3 have been converted into the corresponding alpha-D-mannopyranosyl and beta-D-galactopyranosyl derivatives, respectively. C([C@@H]1[C@@H]([C@@H]([C@H]([C@@H](O1)O[C@H]2[C@@H]([C@H](OC([C@@H]2O[C@@H]3[C@H]([C@H]([C@@H]([C@H](O3)CO)O)O)O)O)CO)O)O)O)O)O